C1CCN2C1(C1=CC=CC=C1C2)CO (2,3-Dihydro-1H-pyrrolo[2,1-a]isoindol-9b(5H)-yl)methanol